N(=[N+]=[N-])C=1C=C2C=CC(=CC2=CC1C#N)/C(=C/C(=O)O)/C (E)-3-(6-azido-7-cyanonaphthalen-2-yl)but-2-enoic acid